N2-Benzhydryl-1,2-propandiamin C(C1=CC=CC=C1)(C1=CC=CC=C1)NC(CN)C